C=1C=CCC2=C3C=CC=CC3=CC12 [4H]fluorene